COC1=C(C=CC(=C1)OC)CNC1=NC2=CC(=CC=C2C=C1C(F)(F)F)CO (2-{[(2,4-dimethoxy-phenyl)methyl]amino}-3-(trifluoromethyl)quinolin-7-yl)methanol